C(CCC)C(CCOC(CCCCCCCN(CCCO)CCCCCCOC(CCC(OCCCC\C=C/CC)OCCCC\C=C/CC)=O)=O)CCCC.C(CCCCCCCCCC)[NH2+]CCCCCCCCCCCCF undecyl-fluorododecyl-ammonium 3-butylheptyl-8-((6-((4,4-bis(((Z)-oct-5-en-1-yl)oxy)butanoyl)oxy)hexyl)(3-hydroxypropyl)amino)octanoate